Cl.Cl.N[C@H](CC1=C(C2=NC(=CC(=C2S1)NCC=1SC=CC1)Cl)C)CCF 2-[(2S)-2-amino-4-fluorobutyl]-5-chloro-3-methyl-N-[(thiophen-2-yl)methyl]thieno[3,2-b]pyridin-7-amine dihydrochloride